O=C(C(=O)NC=1C2=C(C=NC1)C=NN2COCC[Si](C)(C)C)N2[C@H](CC[C@@H](C2)C)C=2C=CC1=C(N=C(S1)C1[C@H](CN(CC1)C)C)C2 |o1:38| 2-oxo-2-[(2R,5S)-5-methyl-2-[2-[rel-(3R)-1,3-dimethyl-4-piperidyl]-1,3-benzothiazol-5-yl]-1-piperidyl]-N-[1-(2-trimethylsilylethoxymethyl)pyrazolo[4,3-c]pyridin-7-yl]acetamide